Methyl 3-(3-(4-(N-(mesyl)methylsulfonamido)phenoxy) azetidin-1-yl)-2-(1H-pyrrol-1-yl)benzoate S(=O)(=O)(C)N(S(=O)(=O)C)C1=CC=C(OC2CN(C2)C=2C(=C(C(=O)OC)C=CC2)N2C=CC=C2)C=C1